C(C)(C)(C)OC(=O)N1C(CN(CC1)C1=C(C(=CC=C1OC)Cl)Cl)C(N)=O 2-carbamoyl-4-(2,3-dichloro-6-methoxyphenyl)piperazine-1-carboxylic acid tert-butyl ester